FC1=C(C=C(C=C1)OC=1C(=C2C=CNC2=CC1F)C)C=1NC(=CN1)[C@]1(OC[C@H](C1)O)C=1C=C(C=CC1)/C=C/C(=O)OCC |r| rac-ethyl (E)-3-(3-((2r,4s)-2-(2-(2-fluoro-5-((6-fluoro-4-methyl-1H-indol-5-yl)oxy)phenyl)-1H-imidazol-5-yl)-4-hydroxytetrahydrofuran-2-yl)phenyl)acrylate